(R)-4-(4-((S)-2-(4-chlorophenyl)-3-(isopropylamino)propionyl)piperazin-1-yl)-5-methyl-5,8-dihydropyrido[2,3-d]pyrimidin-7(6H)-one ClC1=CC=C(C=C1)[C@H](C(=O)N1CCN(CC1)C=1C2=C(N=CN1)NC(C[C@H]2C)=O)CNC(C)C